1-(3,7-dihydro-2H-furo[3,2-f]indol-5-yl)-2-(4-fluoro-2-methoxyphenyl)-2-((3-(2-hydroxyethoxy)-5-methoxyphenyl)amino)ethanone O1CCC=2C=C3C(=CNC3=CC21)C(C(NC2=CC(=CC(=C2)OC)OCCO)C2=C(C=C(C=C2)F)OC)=O